CC1=CC=C(S1)C(C=CC1=CC=C(C=C1)N(C1=CC=CC=C1)C1=CC=CC=C1)=O 1-(5-methylthiophene-2-yl)-3-(4-(N,N-diphenylamino)phenyl)-prop-2-en-1-one